diglycerol succinate (Isostearyl-diglyceryl-succinate) C(CCCCCCCCCCCCCCC(C)C)C(C(=O)O)(C(C(=O)O)CC(O)CO)CC(O)CO.C(CCC(=O)O)(=O)O.OCC(O)CO.OCC(O)CO